2-((4-Chlorophenyl)amino)-7,8-dihydropyrido[4,3-d]pyrimidine-6(5H)-carboxylic acid tert-butyl ester C(C)(C)(C)OC(=O)N1CC2=C(N=C(N=C2)NC2=CC=C(C=C2)Cl)CC1